[GeH](=O)O.[Ga] gallium germanic acid